ClC=1C=C(C=C(C1CC1=C(C(=C(C=C1)O)C(C)C)F)Cl)NCC(=O)O (3,5-dichloro-4-(2-fluoro-4-hydroxy-3-isopropylbenzyl)phenyl)glycine